O\C(=C(/C1=CC=CC=C1)\O)\C(=O)C1=CC=C(C=C1OC)OC dihydroxy-4',6'-dimethoxychalcone